(4-(1-(aminomethyl)-4-oxo-5-vinyl-3,4-dihydropyrido[3,4-d]pyridazin-7-yl)-1-methyl-1H-pyrazol-5-yl)-4-chloro-6-cyclopropyloxy-3-fluorobenzonitrile NCC=1C2=C(C(NN1)=O)C(=NC(=C2)C=2C=NN(C2C2=C(C#N)C(=CC(=C2F)Cl)OC2CC2)C)C=C